C(C)(=O)[O-].C(C)(=O)O.C(C)(=O)[O-].N.[Co+2] cobalt (II) ammonia triacetate